5,6-Dichloro-7-bromo-8-methoxyquinoline ClC1=C2C=CC=NC2=C(C(=C1Cl)Br)OC